4-{4-[(8-Hydroxyoctyl)oxy]phenyl}cyclohexane-1-carboxylic acid OCCCCCCCCOC1=CC=C(C=C1)C1CCC(CC1)C(=O)O